N-(3-fluoro-4-((7-(2-(4-fluoropiperidin-1-yl)ethoxy)-6-methoxyquinolin-4-yl)oxy)phenyl)-5-(4-fluorophenyl)-6-oxo-2,3,5,6-tetrahydrofuro[3,2-c]pyridine-7-carboxamide FC=1C=C(C=CC1OC1=CC=NC2=CC(=C(C=C12)OC)OCCN1CCC(CC1)F)NC(=O)C1=C2C(=CN(C1=O)C1=CC=C(C=C1)F)CCO2